N-methylbenzo[d]thiazol-5-amine CNC=1C=CC2=C(N=CS2)C1